5-Chloro-4-(1,4-diazepin-1-yl)-N-(quinoxalin-6-ylmethyl)pyridin-3-amine ClC=1C(=C(C=NC1)NCC=1C=C2N=CC=NC2=CC1)N1C=CN=CC=C1